tert-Butyl N-{1-(5-bromopyrimidin-2-yl)-3-[dideuterio(hydroxy)methyl]-3-methylcyclobutyl}carbamate BrC=1C=NC(=NC1)C1(CC(C1)(C)C(O)([2H])[2H])NC(OC(C)(C)C)=O